C(CC[C@@H]([C@@H](/C=C/C=C/C=C\\C=C\\[C@H](CCCC(=O)O)O)O)O)CCO The molecule is a member of the class of lipoxins that is lipoxin B4 carrying an additional hydroxy substituent at position 20. It has a role as a human xenobiotic metabolite. It is an omega-hydroxy fatty acid, a lipoxin, a long-chain fatty acid and a hydroxy polyunsaturated fatty acid. It derives from a lipoxin B4. It is a conjugate acid of a 20-hydroxylipoxin B4(1-).